P(O)(=O)(OP(=O)(O)OP(=O)(O)O)OC[C@@H]1[C@H](C[C@@H](O1)N1C=CC=2C(N)=NC=NC12)O 7-deaza-2'-deoxyadenosine triphosphate